COC(=O)C1=CC(=C2C(=N1)C(=CN2COCC[Si](C)(C)C)F)C=O 3-fluoro-7-formyl-1-((2-(trimethylsilyl)ethoxy)methyl)-1H-pyrrolo[3,2-b]pyridine-5-carboxylic acid methyl ester